ClC=1C=C2C(=C(C(NC2=CC1)=O)C1=NNC(C1)C1=CC=C(C=C1)OC)C 6-chloro-3-(5-(4-methoxyphenyl)-4,5-dihydro-1H-pyrazol-3-yl)-4-methylquinolin-2(1H)-one